FC(OC1=CC=C(C=C1)S(=O)(=O)C1(CC1)N1CCCCC1)(F)F (1-((4-(trifluoromethoxy)phenyl)sulfonyl)cyclopropyl)piperidine